Lithio 2-(4-bromo-2-fluorophenyl)-7-[4-(trifluoromethyl)phenyl]pyrazolo[1,5-a]pyrimidine-5-carboxylate BrC1=CC(=C(C=C1)C1=NN2C(N=C(C=C2C2=CC=C(C=C2)C(F)(F)F)C(=O)O[Li])=C1)F